tert.-Butyl-5-{[2-(4-isopropylphenyl)imidazo[1,2-a]pyrimidin-3-yl]methyl}-2,5-diazabicyclo-[2.2.2]octane-2-carboxylate C(C)(C)(C)OC(=O)N1C2CN(C(C1)CC2)CC2=C(N=C1N2C=CC=N1)C1=CC=C(C=C1)C(C)C